[N+](=O)([O-])C=1C=C(C=CC1)NC(=O)C12CC3CC(CC(C1)C3)C2 adamantan-1-carboxylic acid (3-nitrophenyl)amide